methanesulfonic acid (R)-2-methoxypropyl ester CO[C@@H](COS(=O)(=O)C)C